FCC(CN(CCC(C(=O)O)NC(CC1(CCCC1)C)=O)CCCCC1=NC=2NCCCC2C=C1)OC 4-[[3-fluoro-2-methoxy-propyl]-[4-(5,6,7,8-tetrahydro-1,8-naphthyridin-2-yl)butyl]amino]-2-[[2-(1-methylcyclopentyl)acetyl]amino]butanoic acid